diisopropyl hept-5-ene-2,3-dicarboxylate CC(C(CC=CC)C(=O)OC(C)C)C(=O)OC(C)C